ClC=1C=C2C=NC(=NC2=CC1C1CCNCC1)NC=1C=NN(C1Cl)CC(F)F 6-chloro-N-[5-chloro-1-(2,2-difluoroethyl)-1H-pyrazol-4-yl]-7-(piperidin-4-yl)quinazolin-2-amine